O1C(=CC2=C1C=CC=C2)C2=C(C=C(C=N2)S(=O)(=O)NCC2C1(C(NC(N1)=O)=O)CCC2)C 6-(Benzofuran-2-yl)-N-((2,4-dioxo-1,3-diazaspiro[4.4]nonane-6-yl)methyl)-5-methylpyridine-3-sulfonamide